1-(2-chloro-4-methylphenyl)-5-cyclopropyl-1H-1,2,3-triazole-4-carboxylic acid ClC1=C(C=CC(=C1)C)N1N=NC(=C1C1CC1)C(=O)O